FC=1C=C2C(C(=CN3C2=C(C1F)OCC3)CN(CC3=NC=CC=C3)[C@@H]3CN(CCC3)C=3C=NC(=CC3)[N+](=O)[O-])=O (S)-9,10-difluoro-6-(((1-(6-nitropyridin-3-yl)piperidin-3-yl)(pyridine-2-ylmethyl)amino)methyl)-2,3-dihydro-7H-[1,4]oxazino[2,3,4-ij]quinolin-7-one